C(C)C=1C=CC(=C(C1)S(=O)(=O)NC1=NOC2=C1C=CC=C2CO)OC 5-Ethyl-N-(7-(hydroxymethyl)benzo[d]isoxazol-3-yl)-2-methoxybenzenesulfonamide